5-2-oxaspiro[3.3]heptan-6-yl-1H-pyrazol-3-amine C1OCC12CC(C2)C2=CC(=NN2)N